N1(C=NC=C1)C=1N=C(C2=C(N1)COC2)C(=O)OC methyl 2-(imidazol-1-yl)-5H,7H-furo[3,4-d]pyrimidine-4-carboxylate